(S)-1-(7-((2'-(3-amino-2-chlorophenyl)-3'-chloro-6-methoxy-[2,4'-bipyridin]-5-yl)methyl)-2,7-diazaspiro[4.4]nonan-2-yl)ethan-1-one NC=1C(=C(C=CC1)C1=NC=CC(=C1Cl)C1=NC(=C(C=C1)CN1C[C@@]2(CCN(C2)C(C)=O)CC1)OC)Cl